O=C1NC(CCC1N1C(C2=CC=C(C=C2C1)CN1CCC(CC1)C1=CC=C(C=C1)N1N=C2C(=CC=CC2=C1)C(=O)N)=O)=O 2-(4-(1-((2-(2,6-dioxopiperidin-3-yl)-1-oxoisoindoline-5-yl)methyl)piperidin-4-yl)phenyl)-2H-indazole-7-carboxamide